ClC=1C(=C(OC2C(C(C2(C)C)NC(OC(C)(C)C)=O)(C)C)C=CC1C#N)C tert-butyl N-[3-(3-chloro-4-cyano-2-methyl-phenoxy)-2,2,4,4-tetramethyl-cyclobutyl]carbamate